Octyl (5S,10S,13S)-10,13-bis(4-diazo-3-oxobutyl)-1-(9H-fluoren-9-yl)-5-(13-hydroxy-2,5,8,11-tetraoxatridecanoyl)-3,8,11-trioxo-2-oxa-4,9,12-triazatetradecan-14-oate [N+](=[N-])=CC(CC[C@H](NC(CC[C@H](NC(OCC1C2=CC=CC=C2C=2C=CC=CC12)=O)C(OCCOCCOCCOCCO)=O)=O)C(N[C@H](C(=O)OCCCCCCCC)CCC(C=[N+]=[N-])=O)=O)=O